OC(=O)C(F)(F)F.FC1=CC=C(C=C1)C1C(C1)NCC1CCN(CC1)CCNC1=NC=C(C=N1)C(=O)NO 2-((2-(4-(((2-(4-Fluorophenyl)cyclopropyl)amino)methyl)piperidin-1-yl)ethyl)amino)-N-hydroxypyrimidine-5-carboxamide TFA salt